2-(4-diethylamino-3-nitrophenylamino)-4-(1-methylindol-3-yl)pyrazolo[1,5-a][1,3,5]Triazine C(C)N(C1=C(C=C(C=C1)NC1=NC=2N(C(=N1)C1=CN(C3=CC=CC=C13)C)N=CC2)[N+](=O)[O-])CC